5-bromo-4-fluoro-2-(1-(methylsulfonyl)piperidin-4-yl)-2,3-dihydrobenzo[d]isothiazole 1,1-dioxide BrC=1C=CC2=C(CN(S2(=O)=O)C2CCN(CC2)S(=O)(=O)C)C1F